C(C)(C)(C)OC(=O)N[C@H](C(=O)OC)CC1=CC=C(C=C1)OC1=CC=CC=C1 methyl (2S)-2-(tert-butoxycarbonylamino)-3-(4-phenoxyphenyl)propanoate